BrC=1C=C(SC1Br)C(=O)N[C@H](C(=O)NC=1C(N(C=CC1)CC(=O)NC1C2CC3CC(CC1C3)C2)=O)CCC(C(=O)NCC)=O (S)-2-(4,5-Dibromothiophen-2-carboxamido)-N6-ethyl-N1-(1-(2-(2-adamantylamino)-2-oxoethyl)-2-oxo-1,2-dihydropyridin-3-yl)-5-oxohexandiamid